tert-butyl (S)-2-(((3-(2,6-bis(benzyloxy)pyridin-3-yl)-1-methyl-1H-indazol-6-yl)amino)methyl)pyrrolidine-1-carboxylate C(C1=CC=CC=C1)OC1=NC(=CC=C1C1=NN(C2=CC(=CC=C12)NC[C@H]1N(CCC1)C(=O)OC(C)(C)C)C)OCC1=CC=CC=C1